ClC1=CC=C(C=C1)OC(N(N1C(NN=C(C1)C)=O)C(=O)OC1=CC=C(C=C1)Cl)=O N-(4-chlorophenyloxycarbonyl)-N-(6-methyl-3-oxo-2,3-dihydro-1,2,4-triazin-4(5H)-yl)carbamic acid (4-chlorophenyl) ester